3-fluoro-5-((3-oxo-1-oxa-8-azaspiro[4.5]dec-8-yl)sulfonyl)benzonitrile FC=1C=C(C#N)C=C(C1)S(=O)(=O)N1CCC2(CC(CO2)=O)CC1